ClC1=C(C=CC=C1)S(=O)(=O)NC1=NC(=C(C=C1F)C=1C=C2C=NC(=NC2=C(C1)CC)NC1CCC(CC1)N(C)C)OC 2-chloro-N-(5-(2-(((1s,4r)-4-(dimethylamino)cyclohexyl)amino)-8-ethylquinazolin-6-yl)-3-fluoro-6-methoxypyridin-2-yl)benzenesulfonamide